1-(4-chloro-5-fluoropyrimidin-2-yl)-3-(4-(trifluoromethoxy)phenyl)urea ClC1=NC(=NC=C1F)NC(=O)NC1=CC=C(C=C1)OC(F)(F)F